6-Chloro-4-((7-chloro-5-methyl-4-oxo-4,5-dihydrothieno[3,2-c]pyridin-3-yl)amino)-N-(methyl-d3)nicotinamide ClC1=NC=C(C(=O)NC([2H])([2H])[2H])C(=C1)NC1=CSC2=C1C(N(C=C2Cl)C)=O